2,3-Dimethyl-1-(2-(4-phenyl-1H-imidazol-2-yl)piperidin-1-yl)butan-1-one CC(C(=O)N1C(CCCC1)C=1NC=C(N1)C1=CC=CC=C1)C(C)C